CC=1N=NC(=C(N1)SC)CC1=CC(=CC=C1)C 3-methyl-6-(3-methylbenzyl)-5-(methylthio)-1,2,4-triazine